((4-hydroxytetrahydro-2H-pyran-4-yl)methyl)-1H-pyrazol OC1(CCOCC1)CN1N=CC=C1